OCC(C(=O)OCC(CO)(C)C)(C)C 2,2-dimethyl-1,3-propanediol monohydroxypivalate